1-methyl-2-((3-phenethyl-3-(tetrahydrofuran-2-yl)pyrrolidin-1-yl)methyl)-1H-pyrrole CN1C(=CC=C1)CN1CC(CC1)(C1OCCC1)CCC1=CC=CC=C1